C(#N)CC=1C2=C(SC1C(=O)OC)C=C(C=C2)C2CCOCC2 methyl 3-(cyanomethyl)-6-(3,4,5,6-tetrahydro-2H-pyran-4-yl)benzo[b]thiophene-2-carboxylate